1-(7-Methyl-2-oxoindolin-5-yl)-6-(trifluoromethyl)-1H-pyrrolo[2,3-b]pyridine CC=1C=C(C=C2CC(NC12)=O)N1C=CC=2C1=NC(=CC2)C(F)(F)F